(R)-1,1'-binaphthyl-3,3'-dicarboxylic acid C1(=CC(=CC2=CC=CC=C12)C(=O)O)C1=CC(=CC2=CC=CC=C12)C(=O)O